tetraacryloyl-triethylenetetramine C(C=C)(=O)C(N(C(C=C)=O)C(C=C)=O)(CNCCNCCN)C(C=C)=O